manganese phosphosulfide P(=O)(=O)SP(=O)=O.[Mn]